methyl (2S)-2-(benzyloxycarbonylamino)-6-(2-naphthylmethylamino)hexanoate C(C1=CC=CC=C1)OC(=O)N[C@H](C(=O)OC)CCCCNCC1=CC2=CC=CC=C2C=C1